C(C)(C)(C)OC(=O)N1N=CC=C1 Pyrazole-1-carboxylic acid tert-butyl ester